((4-phenyl-5-((3-(trifluoromethyl)benzyl)thio)-4H-1,2,4-triazol-3-yl)methyl)-9H-carbazole C1(=CC=CC=C1)N1C(=NN=C1SCC1=CC(=CC=C1)C(F)(F)F)CC1=CC=CC=2C3=CC=CC=C3NC12